Methyl (S)-2-((S)-2-(3-((Tert-Butoxycarbonyl)amino)-2-Oxopyridin-1(2H)-yl) Cyclohexylpropanamido)-3-((S)-2-Oxopyrrolidin-3-yl)Propanoate C(C)(C)(C)OC(=O)NC=1C(N(C=CC1)C1[C@@H](CCCC1)CCC(=O)N[C@H](C(=O)OC)C[C@H]1C(NCC1)=O)=O